S1C(=NC=C1)C(C)=O 1-(thiazol-2-yl)ethan-1-one